CN1S(C2=C(C(=C1C(=O)NC=1SC(=CN1)C)O)C=CC=C2)(=O)=O 2-methyl-4-hydroxy-N-(5-methyl-2-thiazolyl)-2H-1,2-benzothiazine-3-formamide-1,1-dioxide